2-[(tert-Butyldimethylsilyl)oxymethyl]benzyl alcohol [Si](C)(C)(C(C)(C)C)OCC1=C(CO)C=CC=C1